8-bromo-6-(morpholin-4-yl)-9-{[2-(trimethylsilyl)ethoxy]methyl}-9H-purine BrC=1N(C2=NC=NC(=C2N1)N1CCOCC1)COCC[Si](C)(C)C